ClC1=C(C=NC2=NC(=CC=C12)O)N1CCN(C2(CC2)C1)C(=O)OC(C)(C)C tert-butyl 7-(4-chloro-7-hydroxy-1,8-naphthyridin-3-yl)-4,7-diazaspiro[2.5]octane-4-carboxylate